O=C1CC=C(O1)CCCC(=O)O 4-(5-oxo-4,5-dihydrofuran-2-yl)butanoic acid